ClC1=CC=C(C=C1)[C@H](C)NC(CCC1=NC=2C(=NC=C(C2)C)N1CC1=CC=C(C=C1)OC(F)(F)F)=O N-[(S)-1-(4-Chloro-phenyl)-ethyl]-3-[6-methyl-3-(4-trifluoromethoxy-benzyl)-3H-imidazo[4,5-b]pyridin-2-yl]-propionamide